5-(2-Hydroxy-phenyl)-1-methyl-1H-pyrazole-3-carboxylic acid {2-[4-(2-chloro-phenylamino)-piperidin-1-yl]-2-oxo-ethyl}-amide ClC1=C(C=CC=C1)NC1CCN(CC1)C(CNC(=O)C1=NN(C(=C1)C1=C(C=CC=C1)O)C)=O